N-(tert-butyl)-2-(4-(4-hydroxy-4-methylpiperidine-1-carbonyl)-1,3,5-trimethyl-1H-pyrrol-2-yl)-2-oxoacetamide C(C)(C)(C)NC(C(=O)C=1N(C(=C(C1C)C(=O)N1CCC(CC1)(C)O)C)C)=O